N-((1S,9S)-9-ethyl-5-fluoro-9-hydroxy-4-methyl-10,13-dioxo-2,3,9,10,13,15-hexahydro-1H,12H-benzo[de]pyrano[3',4':6,7]indolizino[1,2-b]quinolin-1-yl)-3-hydroxycyclobutane-1-carboxamide C(C)[C@]1(C(OCC=2C(N3CC=4C(=NC=5C=C(C(=C6C5C4[C@H](CC6)NC(=O)C6CC(C6)O)C)F)C3=CC21)=O)=O)O